3-(6-(4-(2-cyclopropoxyphenyl)-1H-1,2,3-triazol-1-yl)-1-oxoisoindolin-2-yl)piperidine-2,6-dione C1(CC1)OC1=C(C=CC=C1)C=1N=NN(C1)C1=CC=C2CN(C(C2=C1)=O)C1C(NC(CC1)=O)=O